C(C)(=O)OC1=CC(=CC=2CC(OC21)(C)C)Br 5-bromo-2,2-dimethyl-2,3-dihydrobenzofuran-7-yl acetate